4-(xylylamino)phenylboronic acid pinacol ester C1(=C(C(=CC=C1)C)C)NC1=CC=C(C=C1)B1OC(C)(C)C(C)(C)O1